ClC=1C(=C(C=CC1)C1(CNC1)NC1=CC=C2C=CN(C(C2=C1)=O)CC1CCOCC1)C 7-((3-(3-chloro-2-methylphenyl)azetidin-3-yl)amino)-2-((tetrahydro-2H-pyran-4-yl)methyl)isoquinolin-1(2H)-one